NC=1C(=NC(=CC1)Br)C(=O)NC(C(=O)OCC)C1=C(C=CC(=C1)F)OCOC Ethyl 2-(3-amino-6-bromopicolinamido)-2-(5-fluoro-2-(methoxymethoxy)phenyl)acetate